5-phenylpent-1-en-3-yl 6-(nitrooxy)hexanoate [N+](=O)([O-])OCCCCCC(=O)OC(C=C)CCC1=CC=CC=C1